N(CCO)CCO.C(CCCCCCC\C=C/CCCCCCCC)(=O)O oleic acid diethanolamine salt